1,5,7-triazido-bicyclo[4.4.0]dec-5-ene N(=[N+]=[N-])C12CCCC(=C2C(CCC1)N=[N+]=[N-])N=[N+]=[N-]